COC(CC(CCC=C)=O)=O.BrC1=C(C=C(C=C1)F)CN=C=S bromo-4-fluoro-2-(isothiocyanatomethyl)benzene methyl-3-oxohept-6-enoate